3-[4-(2-methoxyethoxy)anilino]-5-(methylamino)-6-(3-methylimidazo[4,5-c]pyridin-7-yl)pyrazine-2-carboxamide 6-oxohexahydropyrrolo[1,2-a]pyrazine-2(1H)-carboxylate O=C1CCC2N1CCN(C2)C(=O)O.COCCOC2=CC=C(NC=1C(=NC(=C(N1)NC)C=1C3=C(C=NC1)N(C=N3)C)C(=O)N)C=C2